1-bromo-4-methoxy-2,3-dinitro-benzene BrC1=C(C(=C(C=C1)OC)[N+](=O)[O-])[N+](=O)[O-]